QUINUCLIDINE-2-CARBALDEHYDE N12C(CC(CC1)CC2)C=O